2-(4-cyclopropyl-6-methoxypyrimidin-5-yl)-9-(4-(1-isopropyl-4-(trifluoromethyl)-1H-imidazol-2-yl)benzyl)-9H-pyrimido[4,5-b]indole C1(CC1)C1=NC=NC(=C1C=1N=CC2=C(N(C3=CC=CC=C23)CC2=CC=C(C=C2)C=2N(C=C(N2)C(F)(F)F)C(C)C)N1)OC